FC(CN1C(=NC2=C1C=C(C=C2F)C=2C=CN1N=C(N=C(C12)OC)NC1CCC(CC1)(O)C)C)F (1s,4s)-4-((5-(1-(2,2-difluoroethyl)-4-fluoro-2-methyl-1H-benzo[d]imidazol-6-yl)-4-methoxypyrrolo[2,1-f][1,2,4]triazin-2-yl)amino)-1-methylcyclohexan-1-ol